zirconium(IV) tetrakis(octanoate) C(CCCCCCC)(=O)[O-].C(CCCCCCC)(=O)[O-].C(CCCCCCC)(=O)[O-].C(CCCCCCC)(=O)[O-].[Zr+4]